C[Si](OC#CC(C)C)(OC#CC(C)C)C dimethyl-bis-(3-methyl-1-butyne-oxy)silane